CC(CCCC=CC1=CC=CC=C1)C 4,4-dimethylbutylstyrene